BrC1=C(OC2CCN(CC2)C(CN2N=C(C3=C2CCC3)C(=O)N3C[C@H](O[C@H](C3)C)C)=O)C=CC(=C1)F 1-[4-(2-bromo-4-fluorophenoxy)piperidin-1-yl]-2-{3-[(2R,6S)-2,6-dimethylmorpholine-4-carbonyl]-5,6-dihydrocyclopenta[c]pyrazol-1(4H)-yl}ethan-1-one